ClC1=NN(C=C1N(C(CCS(=O)CCC(F)(F)F)=O)CC)C=1C=NC=CC1 (+)-N-[3-chloro-1-(3-pyridinyl)-1H-pyrazol-4-yl]-N-ethyl-3-[(3,3,3-trifluoropropyl)-sulfinyl]propanamide